1-(benzofuran-4-ylmethyl)-4-((3-fluoro-6-(thiazol-2-ylamino)pyridin-2-yl)methyl)-2-methylpiperidine-4-carboxylic acid O1C=CC2=C1C=CC=C2CN2C(CC(CC2)(C(=O)O)CC2=NC(=CC=C2F)NC=2SC=CN2)C